endo-9-[7-(4-chloro-2-methyl-2H-indazol-5-yl)-5H-pyrrolo[2,3-b]pyrazin-3-yl]-9-azabicyclo[3.3.1]nonan-3-amine ClC=1C2=CN(N=C2C=CC1C1=CNC2=NC(=CN=C21)N2C1CC(CC2CCC1)N)C